Cl.[Cl-].N1=CC=C(C=C1)[N+]1=CC=CC=C1 1-(4-pyridinyl)pyridinium chloride hydrochloride